4'-(4-(3-chlorophenyl)-6-phenyl-1,3,5-triazin-2-yl)-[1,1'-biphenyl]-3-carbonitrile ClC=1C=C(C=CC1)C1=NC(=NC(=N1)C1=CC=CC=C1)C1=CC=C(C=C1)C1=CC(=CC=C1)C#N